(1-benzyl-1H-1,2,3-triazol-4-yl)methanesulfonic acid C(C1=CC=CC=C1)N1N=NC(=C1)CS(=O)(=O)O